C(C)OC(C(C)O)=O.C(#N)C=1C=C(NC2=NC=C(C(=N2)NC2=C(C(=CC=C2)C2=NN(C=N2)C)OC)C(=O)NC([2H])([2H])[2H])C=CC1 2-(3-Cyanoanilino)-4-[2-methoxy-3-(1-methyl-1,2,4-triazol-3-yl)anilino]-N-(trideuteriomethyl)pyrimidine-5-carboxamide ETHYL-2-HYDROXYPROPANOATE